O=C(C=CC(=O)N1CCC(CC1)C1=CC=NC2=CC=CC=C12)C 4-(1-(4-oxopent-2-enoyl)piperidin-4-yl)quinoline